COC=1C=C(C=CC1OC)C(CC(=O)O)C=1SC=C(N1)CCCCC1=NC=2NCCCC2C=C1 3-(3,4-dimethoxyphenyl)-3-(4-(4-(5,6,7,8-tetrahydro-1,8-naphthyridin-2-yl)butyl)thiazol-2-yl)propanoic acid